ClCN1N=CC(=C1)C(=O)OCC ethyl 1-(chloromethyl)-1H-pyrazole-4-carboxylate